4-[4-(tert-butoxycarbonyl)piperazin-1-yl]-2-ethylindazole-7-carboxylic acid C(C)(C)(C)OC(=O)N1CCN(CC1)C=1C2=CN(N=C2C(=CC1)C(=O)O)CC